CN(CCCOC1=NC=C(C=C1S(=O)(=O)NC)C1=CC=2C3=C(C=NC2C=C1)N(C(C31CCC1)=O)C)C 2-(3-(Dimethylamino)propoxy)-N-methyl-5-(3'-methyl-2'-oxo-2',3'-dihydrospiro[cyclobutane-1,1'-pyrrolo[2,3-c]quinolin]-8'-yl)pyridine-3-sulfonamide